C(C)(C)(C)C(C(=O)OCC1=NC(=NC(=C1)C)C=1CCOCC1)(C1=C2C=CN=C(C2=CC=C1)C)Br [2-(3,6-dihydro-2H-pyran-4-yl)-6-methylpyrimidin-4-yl]methanol tert-butyl-2-bromo-2-(1-methylisoquinolin-5-yl)acetate